(3-Aminochroman-7-yl)piperazine-1-carboxylic acid tert-butyl ester C(C)(C)(C)OC(=O)N1C(CNCC1)C1=CC=C2CC(COC2=C1)N